3-[(3aR,9bR)-7-[(2-chloro-4,6-difluorophenyl)methoxy]-9b-(4-fluorobenzenesulfonyl)-1H,2H,3H,3aH,4H,5H,9bH-benzo[e]indole-3-carbonyl]-1λ6-thiolane-1,1-dione ClC1=C(C(=CC(=C1)F)F)COC1=CC2=C([C@@]3(CCN([C@@H]3CC2)C(=O)C2CS(CC2)(=O)=O)S(=O)(=O)C2=CC=C(C=C2)F)C=C1